benzyl N-({3-[(5-aminopentyl)oxy]phenyl}methyl)carbamate NCCCCCOC=1C=C(C=CC1)CNC(OCC1=CC=CC=C1)=O